ClC=1C=C2C(=NC1OC)C(=C(N2C)C2=NNC(=N2)[C@@H](C)O)N2C=NC=C2 (R)-1-(3-(6-chloro-3-(1H-imidazol-1-yl)-5-methoxy-1-methyl-1H-pyrrolo[3,2-b]-pyridin-2-yl)-1H-1,2,4-triazol-5-yl)ethan-1-ol